C(C)OP(OCC)(=O)CC1=C(N=NN1C1=C(C=CC=C1Cl)Cl)C1CC1.ON(C(C(C)(C)C)=O)CC1=CC=C(C=C1)NC1=CC=NC=C1 N-hydroxy-N-(4-(pyridin-4-ylamino)benzyl)pivalamide Diethyl-((4-cyclopropyl-1-(2,6-dichlorophenyl)-1H-1,2,3-triazol-5-yl)methyl)phosphonate